2-[3-ethylsulfonyl-5-(tri-fluoromethyl)-2-pyridyl]-3-methyl-6-(trifluoromethyl)imidazo[4,5-b]pyridine C(C)S(=O)(=O)C=1C(=NC=C(C1)C(F)(F)F)C1=NC=2C(=NC=C(C2)C(F)(F)F)N1C